ClC1=CC=C(C=C1)C1=NN(C[C@@H]1C1=CC=CC=C1)C(=O)NS(=O)(=O)C1=CC=C(C=C1)C(F)(F)F (S)-3-(4-chlorophenyl)-4-phenyl-N-((4-(trifluoromethyl)phenyl)sulfonyl)-4,5-dihydro-1H-pyrazole-1-carboxamide